CC=1N=CSC1 4-methyl-1,3-thiazol